(2S,5S)-5-{(2S,3S)-2-[2-(2-Fluoro-ethoxy)-acetylamino]-3-methyl-pentanoylamino}-4-oxo-1,2,4,5,6,7-hexahydro-azepino[3,2,1-hi]indole-2-carboxylic acid (pyrimidin-5-ylmethyl)-amide N1=CN=CC(=C1)CNC(=O)[C@H]1N2C3=C(C=CC=C3C1)CC[C@@H](C2=O)NC([C@H]([C@H](CC)C)NC(COCCF)=O)=O